F[C@@H]1[C@H](CNC1)NC1=NC(=CC=C1)C1=CN=C2N1N=C(C=C2)OC2=CC=CC=C2 N-((3S,4S)-4-fluoropyrrolidin-3-yl)-6-(6-phenoxyimidazo[1,2-b]pyridazin-3-yl)pyridin-2-amine